C1(=CC=C(C=C1)C1(CC=C(C=C1)N(C=1C=C(C=CC1)C)C=1C=C(C=CC1)C)NC1=CC=CC=C1)C1=CC=C(C=C1)N(C1=CC=C(C=C1)N(C=1C=C(C=CC1)C)C=1C=C(C=CC1)C)C1=CC=CC=C1 1,N1'-(biphenyl-4,4'-diyl)bis(N1-phenyl-N4,N4-di-m-tolylbenzene-1,4-diamine)